ClC1=CC=C(C=C1)C1=C(CCC(C1)(C)C)CN1C2CN(CC1CC2)C=2C=C1C(N(C(C1=CC2)=O)C2C(NC(CC2)=O)=O)=O 5-(8-((4'-chloro-5,5-dimethyl-3,4,5,6-tetrahydro-[1,1'-biphenyl]-2-yl)methyl)-3,8-diazabicyclo[3.2.1]octan-3-yl)-2-(2,6-dioxopiperidin-3-yl)isoindoline-1,3-dione